C(C)(C)(C)OC(=O)N1C(C(C1)COC1=CC(=C(C=C1)C#N)F)NC(=O)OCC1=CC=CC=C1 (((benzyloxy)carbonyl)amino)-3-((4-cyano-3-fluorophenoxy)methyl)azetidine-1-carboxylic acid tert-butyl ester